4-{[5-(2-methyl-2H-benzo[d][1,2,3]triazol-5-yl)-3-trifluoromethyl-1H-pyrazol-1-yl]methyl}-N-hydroxybenzamide CN1N=C2C(=N1)C=CC(=C2)C2=CC(=NN2CC2=CC=C(C(=O)NO)C=C2)C(F)(F)F